3-(3-bromo-imidazo[1,2-a]pyridine-6-sulfonyl)-azetidine-1-carboxylic acid tert-butyl ester C(C)(C)(C)OC(=O)N1CC(C1)S(=O)(=O)C=1C=CC=2N(C1)C(=CN2)Br